1-[N,N'-(di-Cbz)amidino]pyrazole C1=CC=C(C=C1)COC(=O)N/C(=N/C(=O)OCC2=CC=CC=C2)/N3C=CC=N3